N1C=NC2=C1C=CC(=C2)CS(=O)(=O)C=2C=C(C=C(C2)N2CCOCC2)C=2C=NC(=NC2)N 5-(3-(((1H-benzo[d]imidazol-5-yl)methyl)sulfonyl)-5-morpholinophenyl)pyrimidin-2-amine